FC(CCC1=NOC=C1C(=O)OC)(F)F methyl 3-(3,3,3-trifluoropropyl)isoxazole-4-carboxylate